BrC1=CC=CC=2C(=C(OC21)CC)C(=O)C2=CC(=C(C(=C2)Br)O)Br (7-bromo-2-ethylbenzofuran-3-yl)(3,5-dibromo-4-hydroxyphenyl)methanone